N1(CCNCC1)C1=NC=CC(=N1)C1=NNC=C1 2-(piperazin-1-yl)(1H-pyrazol-3-yl)pyrimidine